tert-butyl 3-[3-benzyloxy-5-[(2,4-difluorophenyl) methylcarbamoyl]-2-methoxycarbonyl-4-oxo-1-pyridinyl]-7,8-difluoro-3,4-dihydro-2H-1,5-benzoxazepine-5-carboxylate C(C1=CC=CC=C1)OC1=C(N(C=C(C1=O)C(NCC1=C(C=C(C=C1)F)F)=O)C1COC2=C(N(C1)C(=O)OC(C)(C)C)C=C(C(=C2)F)F)C(=O)OC